CN1N=CC=2C1=CN=C(C2)C(=O)NC=2N=CC=1N(C2)C=C(N1)[C@@H]1N(CCC1)C 1-methyl-N-{2-[(2R)-1-methylpyrrolidin-2-yl]imidazo[1,2-a]pyrazin-6-yl}pyrazolo[3,4-c]pyridine-5-carboxamide